1-[(R)-4-(6-benzyl-4,5-dimethyl-pyridazin-3-yl)-2-methyl-3,4,5,6-tetrahydro-2H-[1,2']bipyrazinyl-5'-yl]-ethanone C(C1=CC=CC=C1)C1=C(C(=C(N=N1)N1C[C@H](N(CC1)C1=NC=C(N=C1)C(C)=O)C)C)C